trans-4-((4-(2-Cyclopropyloxazol-4-yl)pyridine-2-yl)-((trans-4-(5-meth-oxy-6-methyl-pyridin-2-yl)cyclohexyl)methyl)carbamoyl)cyclohexyl oxetan-3-ylcarbamate O1CC(C1)NC(O[C@@H]1CC[C@H](CC1)C(N(C[C@@H]1CC[C@H](CC1)C1=NC(=C(C=C1)OC)C)C1=NC=CC(=C1)C=1N=C(OC1)C1CC1)=O)=O